C1(CC1)CNCC1=CC(=NC(=C1)C)N1C(C2=CC(=CC(=C2C1)C(F)(F)F)C1=C(C=C(C=C1)F)C1=NN=CN1C)=O 2-(4-(((Cyclopropylmethyl)amino)methyl)-6-methylpyridin-2-yl)-6-(4-fluoro-2-(4-methyl-4H-1,2,4-triazol-3-yl)phenyl)-4-(trifluoromethyl)isoindolin-1-one